C(C)(C)(C)OC(CCCCCCCN1C(=CC=2C1=NC(=CC2)CNS(=O)C(C)(C)C)C2=NC1=C(N2C)C(=CC(=C1)C(=O)OC)OC)=O methyl 2-(1-(8-(tert-butoxy)-8-oxooctyl)-6-(((tert-butylsulfinyl)amino)methyl)-1H-pyrrolo[2,3-b]pyridin-2-yl)-7-methoxy-1-methyl-1H-benzo[d]imidazole-5-carboxylate